7-(4-cyclopropyl-6-methoxypyrimidin-5-yl)-4,4-dimethyl-1-(4-(1-methyl-4-(trifluoromethyl)-1H-imidazol-2-yl)benzyl)-1,4-dihydro-2H-pyrimido[4,5-d][1,3]oxazine C1(CC1)C1=NC=NC(=C1C=1N=CC2=C(N(COC2(C)C)CC2=CC=C(C=C2)C=2N(C=C(N2)C(F)(F)F)C)N1)OC